BrC=1C=2N(C=CC1)C(=C(N2)C#CCNC(OC(C)(C)C)=O)CC(F)(F)F tert-butyl N-{3-[8-bromo-3-(2,2,2-trifluoroethyl)imidazo[1,2-a]pyridin-2-yl]prop-2-yn-1-yl}carbamate